C[Si](C1=CC2=NC=CC=C2O1)(C)C 2-(trimethylsilyl)furo[3,2-b]pyridine